FC(C(=O)O)(F)F.FC1(CN[C@H]2[C@@H]1N(OC2)CC[C@@](C(=O)OCC=C)(C)O)F |o1:11,12,18| (R*)-allyl 4-((3aS*,6aS*)-6,6-difluorohexahydro-1H-pyrrolo[3,2-c]isoxazol-1-yl)-2-hydroxy-2-methylbutanoate trifluoroacetate